tert-Butyl N-[(3S,4S)-8-[3-iodo-1-(oxan-2-yl)-1H-pyrazolo[3,4-b]pyrazin-6-yl]-3-methyl-2-oxa-8-azaspiro[4.5]decan-4-yl]carbamate IC1=NN(C2=NC(=CN=C21)N2CCC1([C@@H]([C@@H](OC1)C)NC(OC(C)(C)C)=O)CC2)C2OCCCC2